(2S,4R)-1-((S)-2-(1-fluorocyclopropane-1-carboxamido)-3,3-dimethylbutyryl)-4-hydroxypyrrolidine-2-carboxylic acid methyl ester COC(=O)[C@H]1N(C[C@@H](C1)O)C([C@H](C(C)(C)C)NC(=O)C1(CC1)F)=O